(E)-4-(4-(3-(4-chloro-3-(trifluoromethyl)phenyl)-2-cyanoguanidino)phenoxy)-N-methylpyridine-2-carboxamide ClC1=C(C=C(C=C1)N\C(\NC1=CC=C(OC2=CC(=NC=C2)C(=O)NC)C=C1)=N\C#N)C(F)(F)F